1-(5-tert-butylaminyl-isoxazol-3-yl)-3-{4-[5-(2-{2-[2-(2,6-dioxo-piperidin-3-yl)-1,3-diOxo-2,3-dihydro-1H-isoindol-4-ylamino]ethoxy}ethoxy)benzimidazol-1-yl]-phenyl}-urea C(C)(C)(C)NC1=CC(=NO1)NC(=O)NC1=CC=C(C=C1)N1C=NC2=C1C=CC(=C2)OCCOCCNC2=C1C(N(C(C1=CC=C2)=O)C2C(NC(CC2)=O)=O)=O